[I-].CN1CC=CC=C1 1-methylpyridine iodide salt